tert-butyl 2-[2-[[(4R)-4-methyl-1,1-dioxo-3,4-dihydro-2H-5,1,2-benzoxathiazepin-7-yl]oxy]ethoxymethyl]morpholine-4-carboxylate C[C@@H]1CNS(C2=C(O1)C=C(C=C2)OCCOCC2CN(CCO2)C(=O)OC(C)(C)C)(=O)=O